2-(((2-(4-(2-hydroxyethyl)piperazin-1-yl)ethyl)amino)methylene)-4,5-diphenylcyclohexane-1,3-dione OCCN1CCN(CC1)CCNC=C1C(CC(C(C1=O)C1=CC=CC=C1)C1=CC=CC=C1)=O